octylnonyl 8-[2-aminoethyl-(5,5-dimethyl-6-oxo-6-undecoxy-hexyl)amino]-2,2-dimethyl-octanoate NCCN(CCCCCCC(C(=O)OC(CCCCCCCC)CCCCCCCC)(C)C)CCCCC(C(OCCCCCCCCCCC)=O)(C)C